[4-(morpholin-4-yl)oxolan-3-yl]carbamic acid tert-butyl ester C(C)(C)(C)OC(NC1COCC1N1CCOCC1)=O